tert-butyl 3-oxo-4-(4-(trifluoromethyl)thiazol-2-yl)piperazine-1-carboxylate O=C1CN(CCN1C=1SC=C(N1)C(F)(F)F)C(=O)OC(C)(C)C